methyl-[(perfluorophenyl) methyl] disulfide CSSCC1=C(C(=C(C(=C1F)F)F)F)F